ClC1=C(C=CC=C1Cl)N1CCN(CC1)CC[C@@H]1CC[C@H](CC1)NC(=O)N(C)C trans-1-{4-[2-[4-(2,3-dichlorophenyl)-piperazin-1-yl]-ethyl]-cyclohexyl}-3,3-dimethyl-urea